(S)-ethyl 8-(2-amino-6-((R)-1-(5-chloro-3'-(trifluoromethoxy)-[1,1'-biphenyl]-2-yl)-2,2,2-trifluoroethoxy)pyrimidin-4-yl)-2,8-diazaspiro[4.5]decane-3-carboxylate NC1=NC(=CC(=N1)N1CCC2(C[C@H](NC2)C(=O)OCC)CC1)O[C@@H](C(F)(F)F)C1=C(C=C(C=C1)Cl)C1=CC(=CC=C1)OC(F)(F)F